cyclohexanediethanol carbonate C(O)(=O)OCCC1(CCCCC1)CCO